2-chloro-4-((3S)-8-(5-(4-(1-(2-(2,6-dioxopiperidin-3-yl)-1,3-dioxoisoindolin-5-yl)azetidin-3-yl)piperazine-1-carbonyl)pyridin-2-yl)-3-methyl-2,8-diazaspiro[4.5]decan-2-yl)benzonitrile ClC1=C(C#N)C=CC(=C1)N1CC2(C[C@@H]1C)CCN(CC2)C2=NC=C(C=C2)C(=O)N2CCN(CC2)C2CN(C2)C=2C=C1C(N(C(C1=CC2)=O)C2C(NC(CC2)=O)=O)=O